4-bromo-2-(2,6-dioxopiperidin-3-yl)-2,3-dihydro-1H-isoindole-1,3-dione BrC1=C2C(N(C(C2=CC=C1)=O)C1C(NC(CC1)=O)=O)=O